NC[C@@H]([C@@H](C(=O)O)NC([C@H](C(C)C)N)=O)CCCB(O)O (2S,3S)-3-(aminomethyl)-2-[[(2S)-2-amino-3-methyl-butanoyl]amino]-6-borono-hexanoic Acid